trichloro-2-pyridin-4-yl-1H-pyrimidine-4,6-dione ClC1(C(NC(NC1=O)(C1=CC=NC=C1)Cl)=O)Cl